3-(4-((tosyloxy)methyl)-2-oxabicyclo[2.2.2]octan-1-yl)benzoic acid S(=O)(=O)(C1=CC=C(C)C=C1)OCC12COC(CC1)(CC2)C=2C=C(C(=O)O)C=CC2